FC1=CC=C(C=N1)N1N=NC2=C1CCOC2 1-(6-Fluoropyridin-3-yl)-1,4,6,7-tetrahydropyrano[3,4-d][1,2,3]triazole